2-((5,6-dihydro-4H-pyrrolo[1,2-b]pyrazol-2-yl)amino)-5-(trifluoromethyl)pyrimidine N=1N2C(=CC1NC1=NC=C(C=N1)C(F)(F)F)CCC2